C1(CC1)C#C[C@@H](O)[C@@H]1[C@H]([C@H]([C@@H](C1)N1C=2NC=N/C(/C2N=C1)=N/N)O)O (1S,2R,3R,5R)-3-((S)-3-cyclopropyl-1-hydroxyprop-2-yn-1-yl)-5-((E)-6-hydrazineylidene-3,6-dihydro-9H-purin-9-yl)cyclopentane-1,2-diol